2-(methoxymethyl)-3,4-dimethyl-6,7-dihydro-5H-pyrrolo[3,4-b]Pyridine COCC1=C(C(=C2C(=N1)CNC2)C)C